C1(CC1)C1=CC(=CC(=N1)C=1OC2=C(N1)C=C(C=C2F)CNCC2(CCC2)F)C2=C(C=C(C=C2)F)C2=NN=CN2C [(2-{6-Cyclopropyl-4-[4-fluoro-2-(4-methyl-1,2,4-triazol-3-yl)phenyl]pyridin-2-yl}-7-fluoro-1,3-benzoxazol-5-yl)methyl][(1-fluorocyclobutyl)methyl]amine